COC([C@@H](NC(=O)[C@@H]1NC[C@H](C1)CC1=CC=CC=C1)CCC(N)=O)=O ((2R,4S)-4-benzylpyrrolidine-2-carbonyl)-L-glutamine methyl ester